tert-butyl ((S)-1-((3s,5S)-3-carbamoyl-6-oxo-2,7-diazaspiro[4.4]nonan-2-yl)-4-fluoro-4-methyl-1-oxopentan-2-yl)(methyl)carbamate C(N)(=O)[C@H]1N(C[C@]2(C1)C(NCC2)=O)C([C@H](CC(C)(C)F)N(C(OC(C)(C)C)=O)C)=O